2H-tetrazol-2-yl-propan-1-ol N=1N(N=NC1)C(CC)O